C(C)NC(=O)NC1=NNC(C(=C1)CN1CCN(CC1)C=1C(=NC(=CC1)N1N=CC=C1)C)=O 1-ethyl-3-(5-((4-(2-methyl-6-(1H-pyrazol-1-yl)pyridin-3-yl)piperazin-1-yl)methyl)-6-oxo-1,6-dihydropyridazin-3-yl)urea